C(C)C1CN=C2N1C1=CC=C(C=C1C(N2CC=2C=NN(C2)C)=O)S(=O)(=O)NC2(CC2)C 1-ethyl-N-(1-methylcyclopropyl)-4-[(1-methylpyrazol-4-yl)methyl]-5-oxo-1H,2H-imidazo[1,2-a]quinazoline-7-sulfonamide